3-{4-[4-(2-chlorophenyl)piperazine-1-sulfonyl]phenyl}-1-(pyridin-3-ylmethyl)urea ClC1=C(C=CC=C1)N1CCN(CC1)S(=O)(=O)C1=CC=C(C=C1)NC(NCC=1C=NC=CC1)=O